3-thia-6-azabicyclo[3.2.1]octane C12CSCC(NC1)C2